FC(C)(F)C=1N=CNC(C1OC=1C(=C(C#N)C=C(C1F)F)F)=O 3-((4-(1,1-difluoro-ethyl)-6-oxo-1,6-dihydropyrimidin-5-yl)oxy)-2,4,5-trifluorobenzonitrile